2-(2-isopropylphenyl)-N-(4-(1-methyl-4-(trifluoromethyl)-1H-imidazol-2-yl)benzyl)-6,7-dihydro-5H-cyclopenta[d]pyrimidin-4-amine C(C)(C)C1=C(C=CC=C1)C=1N=C(C2=C(N1)CCC2)NCC2=CC=C(C=C2)C=2N(C=C(N2)C(F)(F)F)C